14-Hexadecenoic acid C(CCCCCCCCCCCCC=CC)(=O)O